BrC1=CC=C(C=C1)N1C(C=C(C=C1)C(F)(F)F)=O 1-(4-bromophenyl)-4-(trifluoromethyl)pyridin-2(1H)-one